C(C1=CC=CC=C1)OCC[C@@H](CNS(=O)(=O)C1=CC=C(C=C1)C)O (S)-N-(4-(benzyloxy)-2-hydroxybutyl)-4-methylbenzenesulfonamide